titanium tetrakis(2-ethylhexanoate) C(C)C(C(=O)[O-])CCCC.C(C)C(C(=O)[O-])CCCC.C(C)C(C(=O)[O-])CCCC.C(C)C(C(=O)[O-])CCCC.[Ti+4]